methyl 2-((2S,5R)-5-(5-((2,4-dimethoxybenzyl)amino)-7,9-difluoro-[1,2,4]triazolo[1,5-c]quinazolin-2-yl)-2-methylpiperidin-1-yl)-2-oxoacetate COC1=C(CNC2=NC=3C(=CC(=CC3C=3N2N=C(N3)[C@@H]3CC[C@@H](N(C3)C(C(=O)OC)=O)C)F)F)C=CC(=C1)OC